ClC=1C=CC=C2C(=CNC(C12)=O)[C@@H](C)N(C(=O)NC1=CC(=C(C=C1)F)Cl)C (R)-1-(1-(8-chloro-1-oxo-1,2-dihydroisoquinolin-4-yl)ethyl)-3-(3-chloro-4-fluorophenyl)-1-methylurea